C(C)N(CC(=O)O)C(C1=NC=C(C(=C1OCC1=CC=CC=C1)C)C1=CC(=CC=C1)F)=O.CC1=C(C(=NC=C1)OC1=NC=CC=N1)SC1=CC=CC=C1 2-[(4-methyl-3-phenylsulfanyl-2-pyridinyl)oxy]pyrimidine ethyl-(3-(benzyloxy)-5-(3-fluorophenyl)-4-methylpicolinoyl)glycinate